OCCCCN1N=NC2=C1C=CC(=C2C)C(CC(=O)OCC)C2=CC(=C(C=C2)OC)CN2S(OC1=C(C2)C=C(C=C1)O)(=O)=O ethyl 3-[1-(4-hydroxybutyl)-4-methyl-1H-benzotriazol-5-yl]-3-{3-[(6-hydroxy-2,2-dioxo-2H-1,2λ6,3-benzoxathiazin-3(4H)-yl)methyl]-4-methoxyphenyl}propanoate